C(C)(C)(C)OC(=O)N[C@H](CN1C=C(C=C1)C(=O)O)C (S)-1-(2-((t-butoxycarbonyl)amino)propyl)-1H-pyrrole-3-carboxylic acid